4-[5-[(3R)-3-amino-2-oxopyrrolidin-1-yl]pyridin-2-yl]-3-(2-methyl-6-morpholin-4-ylpyridin-4-yl)oxybenzonitrile N[C@H]1C(N(CC1)C=1C=CC(=NC1)C1=C(C=C(C#N)C=C1)OC1=CC(=NC(=C1)N1CCOCC1)C)=O